C(C1=CC=CC=C1)(=O)NC(C)S(=O)(=O)O benzoylamino-ethanesulfonic acid